ClC=1N=C(C2=C(N1)NC=C2)O[C@@H]2CN(CC[C@H]2F)C(C=C)=O trans-1-(3-((2-chloro-7H-pyrrolo[2,3-d]pyrimidin-4-yl)oxy)-4-fluoropiperidin-1-yl)prop-2-en-1-one